6-(4-Ethoxyphenyl)-N-(1H-pyrazol-3-ylsulfonyl)-2-(2,4,6-trimethylphenoxy)pyridin-3-carboxamid C(C)OC1=CC=C(C=C1)C1=CC=C(C(=N1)OC1=C(C=C(C=C1C)C)C)C(=O)NS(=O)(=O)C1=NNC=C1